BrC1=C(C=2N(C=C1)N=C(C2)OC(F)F)F 5-bromo-2-(difluoromethoxy)-4-fluoropyrazolo[1,5-a]pyridine